COC1(CC(C1)OS(=O)(=O)C(F)(F)F)C(=O)[O-] 1-methoxy-3-(((trifluoromethyl)sulfonyl)oxy)cyclobutane-1-carboxylate